ClC1=NC=C2N=C(NC2=N1)C1=C(C(=CC=C1)Cl)Cl 2-chloro-8-(2,3-dichlorophenyl)-9H-purine